2-(3-(2-oxopiperidin-1-yl)-1H-pyrazol-1-yl)benzonitrile O=C1N(CCCC1)C1=NN(C=C1)C1=C(C#N)C=CC=C1